ONC(C1=CC(=CC=C1)NC1=NC2=C(N1CCOC)C=C(C(=C2)C2=CC=CC=C2)C(F)(F)F)=O N-hydroxy-3-((1-(2-methoxyethyl)-5-phenyl-6-(trifluoromethyl)-1H-benzo[d]imidazol-2-yl)amino)benzamide